ethyl 3-(1-(4-chlorobenzyl)-5-isopropyl-3-(neopentylsulfinyl)-1H-indol-2-yl)-2,2-dimethylpropionate ClC1=CC=C(CN2C(=C(C3=CC(=CC=C23)C(C)C)S(=O)CC(C)(C)C)CC(C(=O)OCC)(C)C)C=C1